8-chloro-5-ethoxy-1-[trans-4-(pyridin-2-yloxy)cyclohexyl]-5,6-dihydro-4H-[1,2,4]triazolo[4,3-a][1]benzazepine ClC=1C=CC2=C(CC(CC=3N2C(=NN3)[C@@H]3CC[C@H](CC3)OC3=NC=CC=C3)OCC)C1